OC1=C(C=CC(=C1)C(F)(F)F)C1=NN=C(C(N1C)=O)N[C@H]1CN(CCC1)C 3-[2-hydroxy-4-(trifluoromethyl)-phenyl]-4-methyl-6-[[(3R)-1-methyl-3-piperidyl]amino]-1,2,4-triazin-5-one